CC1=CC=CC(=N1)CN[C@H]1[C@H](CCCC1)OC=1C=C2CN(C(C2=CC1)=O)C1C(NC(CC1)=O)=O 3-(5-(((1S,2R)-2-(((6-methylpyridin-2-yl)methyl)amino)cyclohexyl)oxy)-1-oxoisoindolin-2-yl)piperidine-2,6-dione